C1(CC1)C=1N=CC=2C3=C(C=C(C2C1)S(=O)(=O)NCC(C)(C)F)C(CC3)NCC=3NC1=CC=CC=C1C3 3-cyclopropyl-N-(2-fluoro-2-methylpropyl)-7-(1H-indol-2-ylmethyl-amino)-8,9-dihydro-7H-cyclopenta[H]isoquinoline-5-sulfonamide